O=C1CCC(CC1)C=O 4-oxocyclohexanecarbaldehyde